ClC1=CC=C(C(=N1)C(=O)O)N[C@H](C)C1=C2N=C(C(=NC2=CC(=C1)C)C#N)N1CCC(CC1)S(=O)(=O)C (R)-6-chloro-3-((1-(2-cyano-7-methyl-3-(4-(methylsulfonyl)piperidin-1-yl)quinoxalin-5-yl)ethyl)amino)picolinic acid